Sodium 3-amino-2,5-dichlorobenzoate NC=1C(=C(C(=O)[O-])C=C(C1)Cl)Cl.[Na+]